N-{6-[(5-bromo-2-chloropyrimidin-4-yl)amino]quinoxalin-5-yl}methanesulfonamide BrC=1C(=NC(=NC1)Cl)NC=1C(=C2N=CC=NC2=CC1)NS(=O)(=O)C